CC1=C(NC2=CC(=CC=C12)[N+](=O)[O-])C(=O)O 3-methyl-6-nitro-1H-indole-2-carboxylic acid